C1CCC2=C(C=3CCCC3C=C12)NC(=O)N=S(=O)(N)C1=CC=C(C=C1)CN(CC#C)C N'-(1,2,3,5,6,7-hexahydro-s-indacen-4-ylcarbamoyl)-4-((methyl(prop-2-ynyl)-amino)methyl)benzene-sulfonimidamide